8-(4-(4-(difluoromethoxy)phenoxy)phenyl)-7-methyl-3-(3,3,3-trifluoro-2-hydroxypropyl)-3,7-dihydro-1H-purine-2,6-dione FC(OC1=CC=C(OC2=CC=C(C=C2)C2=NC=3N(C(NC(C3N2C)=O)=O)CC(C(F)(F)F)O)C=C1)F